CARBAMIMIDOYL-BENZYLAMIDE C(N)(=N)[N-]CC1=CC=CC=C1